4-iodo-3-isopropoxybenzaldehyde IC1=C(C=C(C=O)C=C1)OC(C)C